ClC1=C(C=C(C=C1)C#N)C=1NC2=CC(=C(C(=C2C(C1)=O)F)C=1C=C(C(=C(C1)C(=O)O)F)F)F 5-(2-(2-chloro-5-cyanophenyl)-5,7-difluoro-4-oxo-1,4-dihydroquinolin-6-yl)-2,3-difluorobenzeneFormic acid